(2S,4R)-4-fluoro-1-(2-(3-(1-hydroxyethyl)-5-(2-methylpyrimidin-5-yl)-1H-indazol-1-yl)acetyl)pyrrolidine-2-carboxylic acid F[C@@H]1C[C@H](N(C1)C(CN1N=C(C2=CC(=CC=C12)C=1C=NC(=NC1)C)C(C)O)=O)C(=O)O